C(C=C)P(O)(=O)CCCCCC allyl-hexylphosphinic acid